(3',5'-dimethoxy-4'-methyl-4-nitro-[1,1'-biphenyl]-2-yl) methylmethanesulfonate CCS(=O)(=O)OC1=C(C=CC(=C1)[N+](=O)[O-])C1=CC(=C(C(=C1)OC)C)OC